6-(3-chloro-4-isopropoxy-phenyl)pyrimidine-4-carboxylic acid ClC=1C=C(C=CC1OC(C)C)C1=CC(=NC=N1)C(=O)O